5-(1,5-hexadienyl)-2-norbornene C(=CCCC=C)C1C2C=CC(C1)C2